C1(=C(C=CC=C1)C1=C(C=CC=2C3=CC=CC=C3C(C12)(C)C)NC=1C=C(C=C(C1)C1=CC(=CC(=C1)C(C)(C)C)C1=CC(=CC(=C1)C(C)(C)C)C(C)(C)C)C(C)(C)C)C1=CC=CC=C1 (1,1'-biphenyl-2-yl)-N-(3,3'',5',5''-tetra-tert-butyl-1,1':3',1''-terphenyl-5-yl)-9,9-dimethyl-9H-fluoren-2-amine